C(C1=CC=CC=C1)N1CC(CCC1)C1=CC=NC=2N1N=C(C2)C=2C=NC(=CC2)OC 7-(1-Benzylpiperidin-3-yl)-2-(6-methoxypyridin-3-yl)pyrazolo[1,5-a]pyrimidine